ClC1(C2CC=CCC12)Cl 7,7-dichlorobicyclo[4.1.0]hept-3-ene